ClC1=CC=C(N1)C(=O)N[C@H](C(=O)N[C@@H](C[C@H]1C(NCCC1)=O)C#N)CC1CC1 5-chloro-N-((S)-1-(((S)-1-cyano-2-((S)-2-oxopiperidin-3-yl)ethyl)amino)-3-cyclopropyl-1-oxopropan-2-yl)-1H-pyrrole-2-carboxamide